tert-butyl 3-hydroxymethyl-1-methyl-1,4,5,7-tetrahydro-6H-pyrazolo[3,4-c]pyridine-6-carboxylate OCC1=NN(C=2CN(CCC21)C(=O)OC(C)(C)C)C